tert-butyl (1R,5S)-3-(7-chloro-8-fluoro-2-((3-methylene-1-azabicyclo[3.2.0]heptan-5-yl)methoxy)pyrido[4,3-d]pyrimidin-4-yl)-3,8-diazabicyclo[3.2.1]octane-8-carboxylate ClC1=C(C=2N=C(N=C(C2C=N1)N1C[C@H]2CC[C@@H](C1)N2C(=O)OC(C)(C)C)OCC21CC(CN1CC2)=C)F